CSCCCCCCCC/C=N/O The molecule is an 8-(methylsulfanyl)nonanal oxime in which the oxime moiety has E configuration. It is a 9-(methylsulfanyl)nonanal oxime and an omega-(methylsulfanyl)-(E)-alkanal oxime.